3-(5'-fluoro-4,6'-dimethyl-[3,4'-bipyridin]-2'-yl)-5-(5-methylpyridin-2-yl)-1,2,4-oxadiazole FC=1C(=CC(=NC1C)C1=NOC(=N1)C1=NC=C(C=C1)C)C=1C=NC=CC1C